CC1(OB(OC1(C)C)C=1C=C(C(=O)[O-])C=CC1)C 3-(4,4,5,5-tetramethyl-1,3,2-dioxaborolan-2-yl)benzoate